ClC=1C=CC(=C(C(=O)NC2CCC(CC2)CN2C(N(C3=C2C=CC=C3)C=3C=CC(=NC3)C(=O)NC)=O)C1)OC(F)(F)F 5-(3-(((1r,4r)-4-(5-chloro-2-(trifluoromethoxy)benzamido)cyclohexyl)methyl)-2-oxo-2,3-dihydro-1H-benzo[d]imidazol-1-yl)-N-methyl-picolinamide